BrC=1C=C(C(=NC1)C#N)NC(CCC)=O N-(5-bromo-2-cyanopyridin-3-yl)butyramide